1-(4-((2-(2,6-dimethylpyridin-4-yl)-3-isopropyl-1H-indol-5-yl)oxy)piperidin-1-yl)-2-(methylamino)ethanone CC1=NC(=CC(=C1)C=1NC2=CC=C(C=C2C1C(C)C)OC1CCN(CC1)C(CNC)=O)C